(6-methoxypyrimidin-4-yl)-1-(tetrahydro-2H-pyran-2-yl)-1H-pyrazole-3-carboxylic acid ethyl ester C(C)OC(=O)C1=NN(C=C1C1=NC=NC(=C1)OC)C1OCCCC1